(3H-quinazolin-6-yl)-5-(trifluoromethyl)tetrahydrofuran-2-carboxamide N=1CNC=C2C=C(C=CC12)C1(OC(CC1)C(F)(F)F)C(=O)N